(S)-(5-((2-amino-2,4-dimethylpentyl)oxy)-6-chloro-[2,4'-bipyridin]-2'-yl)carbamic acid methyl ester COC(NC1=NC=CC(=C1)C1=NC(=C(C=C1)OC[C@@](CC(C)C)(C)N)Cl)=O